Z-9-octadecanal CCCCCCCCC(CCCCCCCCC)=O